C(C)(C)(C)C=1C=CC(=NC1)Cl 5-tert-butyl-2-chloro-Pyridine